ClC1=CC=C(C(=N1)C(F)(F)F)NC(OCC1=CC=CC=C1)=O benzyl N-[6-chloro-2-(trifluoromethyl)-3-pyridyl]carbamate